CCCCCCCCC1=CC=C(C=C1)CCC(CO)(CO)N The molecule is an aminodiol that consists of propane-1,3-diol having amino and 2-(4-octylphenyl)ethyl substituents at the 2-position. It is a sphingosine 1-phosphate receptor modulator used for the treatment of relapsing-remitting multiple sclerosis. A prodrug, fingolimod is phosphorylated by sphingosine kinase to active metabolite fingolimod-phosphate, a structural analogue of sphingosine 1-phosphate. It has a role as an immunosuppressive agent, a prodrug, an antineoplastic agent, a sphingosine-1-phosphate receptor agonist and a CB1 receptor antagonist. It is an aminodiol and a primary amino compound. It is a conjugate base of a fingolimod(1+).